C(#N)C1=NC=CC(=C1)NC(=O)C=1C=CC(=NC1)C=1N=NN(C1NC(O[C@H](C)C=1C(=NC=C(C1)F)Cl)=O)C (R)-1-(2-chloro-5-fluoropyridin-3-yl)ethyl (4-(5-((2-cyanopyridin-4-yl)carbamoyl)-pyridin-2-yl)-1-methyl-1H-1,2,3-triazol-5-yl)-carbamate